Normalpentan CCCCC